FC1=CC=C(C=C1)C=1C(=NC2=CC=CC=C2N1)C(=O)N (4-fluorophenyl)quinoxaline-2-carboxamide